1-(1-(tert-butylsulfonyl)-1-azaspiro[4.4]nonan-3-yl)-1,2,3,4-tetrahydroquinoline-6-carbonitrile C(C)(C)(C)S(=O)(=O)N1CC(CC12CCCC2)N2CCCC1=CC(=CC=C21)C#N